COC(=O)C1=CNC2=CC=C(C=C12)C=1C=NN(C1)C1=CC=CC=C1 5-(1-Phenylpyrazol-4-yl)-1H-indole-3-carboxylic acid methyl ester